1-[(2R,4S,5S)-5-{[bis(4-methoxyphenyl)(phenyl)methoxy]methyl}-4-[(tert-butyldimethylsilyl)oxy]-5-(hydroxymethyl)oxolan-2-yl]-5-fluoro-3H-pyrimidine COC1=CC=C(C=C1)C(OC[C@]1([C@H](C[C@@H](O1)N1CNCC(=C1)F)O[Si](C)(C)C(C)(C)C)CO)(C1=CC=CC=C1)C1=CC=C(C=C1)OC